NC1=NC=2C=CC(=CC2C2=C1COC2)C(=O)N(CC)CC2=NC=C(C=C2)C2CC2 4-amino-N-((5-cyclopropyl-2-pyridinyl)methyl)-N-ethyl-1,3-dihydrofuro[3,4-c]quinoline-8-carboxamide